diacetoxy-2,5-dihydrofurane C(C)(=O)OC1=C(COC1)OC(C)=O